OC1=CC=C(C=C1)C(=C(CC)C1=CC=C(C=C1)O)C1=CC=C(OCCN(C)CC=2C(=C3CN(C(C3=CC2)=O)C2C(NC(CC2)=O)=O)F)C=C1 3-(5-(((2-(4-(1,2-bis(4-hydroxyphenyl)but-1-en-1-yl)phenoxy)ethyl)(methyl)amino)methyl)-4-fluoro-1-oxoisoindolin-2-yl)piperidine-2,6-dione